N-methyl-N-(6-nitro-2,3-dihydrobenzofuran-5-yl)cyclopropanesulfonamide CN(S(=O)(=O)C1CC1)C=1C(=CC2=C(CCO2)C1)[N+](=O)[O-]